4-(1-isopropyl-1H-pyrazol-5-yl)-6-(trifluoromethyl)-1H-benzo[d]imidazole C(C)(C)N1N=CC=C1C1=CC(=CC=2NC=NC21)C(F)(F)F